arsenic-silver [Ag].[As]